C(=C)[Si](OCOCC)(OCOCC)OCOCC vinyltri(ethoxymethoxy)silane